C(C)(C)(C)N1N=C(C=C1N)C1CC(C1)(OC)OC 1-(tert-butyl)-3-(3,3-dimethoxycyclobutyl)-1H-pyrazol-5-amine